3,6-dichloro-5-methylpyridazine-4-carbaldehyde ClC=1N=NC(=C(C1C=O)C)Cl